C1=CC=CC=2C=3C(=CC=CC3NC12)C=O carbazole-5-carbaldehyde